3-[[4-[(E)-3-(4-Propan-2-ylphenyl)prop-2-enoyl]phenyl]sulfonylamino]propanoic acid CC(C)C1=CC=C(C=C1)/C=C/C(=O)C1=CC=C(C=C1)S(=O)(=O)NCCC(=O)O